CS(=O)(=O)N1CCN(CC1)C=1SC=C(N1)CO (2-(4-(methylsulfonyl)piperazin-1-yl)thiazol-4-yl)methanol